N=1N(N=CC1)C1=CC=C(C=N1)CN1C(C(N(CC1)C12CC(C1)C2)=O)=O 1-((6-(2H-1,2,3-triazol-2-yl)pyridin-3-yl)methyl)-4-(bicyclo[1.1.1]pentan-1-yl)piperazine-2,3-dione